C(C1=CC=CC=C1)OC1=NC(=CC=C1C1=CC=C(C=C1)NC1CCC(CC1)C(=O)O)OCC1=CC=CC=C1 (1r,4r)-4-({4-[2,6-bis(benzyloxy)pyridin-3-yl]phenyl}amino)cyclohexane-1-carboxylic acid